oxiran-2-ylmethyl 1,2,3,4-tetrahydroisoquinoline-2-carboxylate C1N(CCC2=CC=CC=C12)C(=O)OCC1OC1